tert-butyl-[(1S)-1-aminoethyl] azacyclooctane-1-carboxylate N1(CCCCCCC1)C(=O)O[C@@H](CC(C)(C)C)N